1-Heptanoyl-2-hydroxy-sn-glycero-3-phosphorylcholine C(CCCCCC)(=O)OC[C@@H](OO)COP(=O)(O)OCC[N+](C)(C)C